(S)-2-(1-((7-methoxy-4-(1-methyl-3-phenyl-1H-pyrazol-4-yl)pyrido[3,2-d]pyrimidin-6-yl)oxy)ethyl)-5-methyl-1,3,4-thiadiazole COC1=CC=2N=CN=C(C2N=C1O[C@@H](C)C=1SC(=NN1)C)C=1C(=NN(C1)C)C1=CC=CC=C1